BrC=1C=C2C=CC(N(C2=CC1)C)=O 6-bromo-1-methylquinolin-2-one